(Z)-3,7-dimethylnona-1,6-dien-3-yl acetate (ETHYL LINALYL ACETATE) C(C)C(C(=O)O)C(C)(C=C)CCC=C(C)C.C(C)(=O)OC(C=C)(CC\C=C(/CC)\C)C